Tert-butyl (2R,5R)-4-(2-(6-(2-(2-bromoethoxy)benzyl)-3,3-dimethyl-2,3-dihydro-1H-pyrrolo[3,2-b]pyridin-1-yl)-2-oxoethyl)-5-(methoxymethyl)-2-methylpiperazine-1-carboxylate BrCCOC1=C(CC=2C=C3C(=NC2)C(CN3C(CN3C[C@H](N(C[C@@H]3COC)C(=O)OC(C)(C)C)C)=O)(C)C)C=CC=C1